rac-1,3-dimethyl-N-[2-(pyrrolidin-2-yl)imidazo[1,2-a]pyrazin-6-yl]indazole-6-carboxamide trifluoroacetate FC(C(=O)O)(F)F.CN1N=C(C2=CC=C(C=C12)C(=O)NC=1N=CC=2N(C1)C=C(N2)[C@@H]2NCCC2)C |r|